tert-Butyl 3-(phenylethynyl)-7,8-dihydro-1,6-naphthyridine-6(5H)-carboxylate C1(=CC=CC=C1)C#CC=1C=NC=2CCN(CC2C1)C(=O)OC(C)(C)C